FC1(S([N-]S(C(C1(F)F)(F)F)(=O)=O)(=O)=O)F 4,4,5,5,6,6-hexafluoro-1,3,2-dithiazinan-2-ide 1,1,3,3-tetraoxide